FC(S(=O)(=O)N[C@@H]1[C@@H](N(CC12CC2)C(=O)[C@@H]2OCC2)CC=2C(=C(C=C(C2)F)C2=CC(=CC=C2)F)F)F 1,1-difluoro-N-((6s,7s)-5-((R)-oxetan-2-carbonyl)-6-((2,3',5-trifluoro-[1,1'-biphenyl]-3-yl)methyl)-5-azaspiro[2.4]heptan-7-yl)methanesulfonamide